ClC1=C(C(=CC=C1)F)COC1=CC2=C([C@@]3(CCN([C@@H]3CC2)C(=O)C2(CCS(CC2)(=O)=O)O)S(=O)(=O)C2=CC=C(C=C2)F)C=C1 4-[(3aR,9bR)-7-[(2-chloro-6-fluorophenyl)methoxy]-9b-(4-fluorobenzenesulfonyl)-1H,2H,3H,3aH,4H,5H,9bH-benzo[e]indole-3-carbonyl]-4-hydroxy-1λ6-thiane-1,1-dione